C1(=C(C=CC=C1)C(C)O)C (o-tolyl)ethan-1-ol